O=C1N(CC2=CC(=CC=C12)OC1C(CCCC1)=O)C1C(N(C(CC1)=O)COCC[Si](C)(C)C)=O 3-(1-oxo-5-((2-oxocyclohexyl)oxy)isoindolin-2-yl)-1-((2-(trimethylsilyl)ethoxy)methyl)piperidine-2,6-dione